2-[4-(2,6-dichloro-4-trifluoromethyl-phenylamino)-phenyl]-N-(2-hydroxyethyl)-acetamide ClC1=C(C(=CC(=C1)C(F)(F)F)Cl)NC1=CC=C(C=C1)CC(=O)NCCO